N-((1-cyanocyclopropyl)methyl)-2-(5-(3,5-dichlorophenyl)-5-(trifluoromethyl)-4,5-dihydroisoxazol-3-yl)-2,3-dihydro-1H-pyrrolo[3,4-c]pyridine-6-carboxamide C(#N)C1(CC1)CNC(=O)C1=CC2=C(C=N1)CN(C2)C2=NOC(C2)(C(F)(F)F)C2=CC(=CC(=C2)Cl)Cl